(2S,5R)-7-oxo-2-(N-((2-(trifluoromethyl) pyrimidin-5-yl) sulfonyl) carbamimidoyl)-1,6-diazabicyclo[3.2.1]octan-6-yl hydrogen sulfate S(=O)(=O)(ON1[C@@H]2CC[C@H](N(C1=O)C2)C(NS(=O)(=O)C=2C=NC(=NC2)C(F)(F)F)=N)O